(Z)-Methyl 3-(((4-(N-(2-(dimethylamino)ethoxy)sulfamoyl)phenyl)amino)(phenyl)methylene)-5-methyl-2-oxoindoline-6-carboxylate CN(CCONS(=O)(=O)C1=CC=C(C=C1)N\C(=C\1/C(NC2=CC(=C(C=C12)C)C(=O)OC)=O)\C1=CC=CC=C1)C